N-(4-amino-2-tetrahydropyran-2-yl-pyrazolo[4,3-c]pyridin-7-yl)-N'-cyclobutyl-N'-[[5-(trifluoromethyl)-2-pyridyl]methyl]oxamide NC1=NC=C(C=2C1=CN(N2)C2OCCCC2)NC(=O)C(=O)N(CC2=NC=C(C=C2)C(F)(F)F)C2CCC2